1-(cyclopropylmethyl)-4-[4-(4,4,5,5-tetramethyl-1,3,2-dioxaborolan-2-yl)phenyl]piperazine C1(CC1)CN1CCN(CC1)C1=CC=C(C=C1)B1OC(C(O1)(C)C)(C)C